Cl.Cl.N1[C@H](COCC1)CN(C(O)=O)C=1C(=C2C(=NC=NN2C1)NC=1C=C2C=NN(C2=CC1)CC1=CC(=CC=C1)F)C (3S)-3-Morpholinylmethyl-[4-[[1-[(3-fluorophenyl)methyl]-1H-indazol-5-yl]amino]-5-methylpyrrolo[2,1-f][1,2,4]triazin-6-yl]-carbamate dihydrochloride